(E)-3-(7-methyl-1H-indazol-5-yl)acrylic acid CC=1C=C(C=C2C=NNC12)/C=C/C(=O)O